(6-amino-5-(((1R,4R)-4-hydroxycyclohexyl)carbamoyl)pyridin-3-yl)boronic acid NC1=C(C=C(C=N1)B(O)O)C(NC1CCC(CC1)O)=O